tert-butyl (2-(4-(5-(8-methyl-[1,2,4]triazolo[1,5-a]pyridin-6-yl)-4-(2,2,2-trifluoroethyl)-1-((2-(trimethylsilyl)ethoxy) methyl)-1H-pyrazol-3-yl)phenyl)propan-2-yl)carbamate CC=1C=2N(C=C(C1)C1=C(C(=NN1COCC[Si](C)(C)C)C1=CC=C(C=C1)C(C)(C)NC(OC(C)(C)C)=O)CC(F)(F)F)N=CN2